4-[(diethylamino)sulfonyl]-N-{[4-(2-methoxyphenyl)-5-thioxo-4,5-dihydro-1H-1,2,4-triazol-3-yl]methyl}benzamide C(C)N(S(=O)(=O)C1=CC=C(C(=O)NCC2=NNC(N2C2=C(C=CC=C2)OC)=S)C=C1)CC